6-[2-Boc-5-(methoxymethyl)-3,4-dihydro-1H-isoquinolin-7-yl]-1-(3-chlorophenyl)-7-oxo-4,5-dihydropyrazolo[3,4-c]pyridine-3-carboxylic acid C(=O)(OC(C)(C)C)N1CC2=CC(=CC(=C2CC1)COC)N1C(C2=C(CC1)C(=NN2C2=CC(=CC=C2)Cl)C(=O)O)=O